ClC=1C(N(C(C1Cl)O)CC1=C(C=CC=C1)OC)=O 3,4-dichloro-5-hydroxy-1-(2-methoxybenzyl)-1H-pyrrol-2(5H)-one